4-((7-chloro-1-methyl-6-((6-(methylamino)pyrazolo[1,5-a]pyrazin-3-yl)oxy)-1H-imidazo[4,5-b]pyridin-2-yl)amino)-6-cyclopropyl-2-methylpyridazin-3(2H)-one ClC1=C2C(=NC=C1OC=1C=NN3C1C=NC(=C3)NC)N=C(N2C)NC=2C(N(N=C(C2)C2CC2)C)=O